C(C)(C)(C)OC(=O)NC=1SC2=C(N1)C(=CC=C2F)C2=C(C=C1C(=NC(=NC1=C2F)OC[C@H]2N(CCC2)C)NC2CN(C2)C(=O)OC(C)(C)C)Cl tert-butyl 3-((7-(2-((tert-butoxycarbonyl)amino)-7-fluorobenzo[d]thiazol-4-yl)-6-chloro-8-fluoro-2-(((S)-1-methylpyrrolidin-2-yl)methoxy)quinazolin-4-yl)amino)azetidine-1-carboxylate